CC1([C@@]2(C(C[C@H]1CC2)=O)CS(=O)(=O)[O-])C.[Hf+4].CC2([C@@]1(C(C[C@H]2CC1)=O)CS(=O)(=O)[O-])C.CC1([C@@]2(C(C[C@H]1CC2)=O)CS(=O)(=O)[O-])C.CC2([C@@]1(C(C[C@H]2CC1)=O)CS(=O)(=O)[O-])C hafnium [(1S,4R)-7,7-dimethyl-2-oxobicyclo[2.2.1]hept-1-yl]methanesulfonate